N-(3-(4-fluorophenyl)oxetan-3-yl)-2-(2,2,2-trifluoroacetyl)-1,2,3,4-tetrahydroisoquinoline-6-sulfonamide FC1=CC=C(C=C1)C1(COC1)NS(=O)(=O)C=1C=C2CCN(CC2=CC1)C(C(F)(F)F)=O